4-(7-(benzyloxy)-6-methoxyquinazoline-4-yl)aniline C(C1=CC=CC=C1)OC1=C(C=C2C(=NC=NC2=C1)C1=CC=C(N)C=C1)OC